O.O.S(=O)(=O)(O)O.NC1=NC(=CC2=CC(=C(C=C12)OC)OC)CNCCCNC(=O)C1OCCC1 N-[3-[(1-amino-6,7-dimethoxy-3-isoquinolyl)methylamino]propyl]tetrahydro-2-furancarboxamide sulfate dihydrate